3-(4-(2,4-difluorobenzyloxy)-3-bromo-6-methyl-2-oxopyridin-1(2H)-yl)-4-fluoro-N-(2-hydroxyethyl)-N-methylbenzamide FC1=C(COC2=C(C(N(C(=C2)C)C=2C=C(C(=O)N(C)CCO)C=CC2F)=O)Br)C=CC(=C1)F